3-(aminomethyl)-4-bromopyridine-2-ol NCC=1C(=NC=CC1Br)O